C[C@@]12CCC[C@H]1C1=CC=C3C[C@@H](CC[C@]3(C)[C@H]1CC2)O androsta-5,7-dien-3α-ol